2-{[(2RS)-2-amino-3-(2,4-dimethylphenyl)propyl]oxy}-1H-isoindole-1,3(2H)-dione trifluoroacetate FC(C(=O)O)(F)F.N[C@@H](CON1C(C2=CC=CC=C2C1=O)=O)CC1=C(C=C(C=C1)C)C |r|